FC=1C=CC(=NC1)C1=NN2C(OC(CC2C)C)=C1C1=C2C(=NC=C1)NN=C2 (5x-r,7x-s)-2-(5-fluoro-2-pyridinyl)-5,7-dimethyl-3-(1H-pyrazolo[3,4-b]pyridin-4-yl)-6,7-dihydro-5H-pyrazolo[5,1-b][1,3]oxazine